NC1=C2N=C(N(C2=NC(=N1)F)CCC(=O)NCC)CC=1C=C2C(CCC2=CC1I)F 3-(6-amino-2-fluoro-8-((3-fluoro-6-iodo-2,3-dihydro-1H-inden-5-yl)methyl)-9H-purin-9-yl)-N-ethylpropanamide